BrC=1C(=NC(=NC1C)OC)OC 5-bromo-2,4-dimethoxy-6-methylpyrimidine